5-((((S)-1-carboxy-2-methylpropyl)amino)methyl)thiazole-2-carboxamide C(=O)(O)[C@H](C(C)C)NCC1=CN=C(S1)C(=O)N